1-(2-ethylhexyloxy)-4-methoxybenzene C(C)C(COC1=CC=C(C=C1)OC)CCCC